(±)-but-3-en-2-yl 1-imidazolecarboxylate N1(C=NC=C1)C(=O)O[C@H](C)C=C |r|